FC(C1OCCC(C1)CC(=O)OC)(F)F methyl 2-(2-(trifluoromethyl)tetrahydro-2H-pyran-4-yl)acetate